N1(CCOCC1)C(CNC(=O)C1=CC=CC=N1)=O pyridine-6-carboxylic acid (2-morpholin-4-yl-2-oxo-ethyl)-amide